N1=CC=CC=2CCC/C(/C12)=N\NC(C1=C(C=CC=C1)O)=O (E)-N'-(6,7-dihydroquinolin-8(5H)-ylidene)-2-hydroxybenzohydrazide